(3-((5-((3S,4S)-4-amino-3-methyl-2-oxa-8-azaspiro[4.5]decan-8-yl)-3-methylpyrazin-2-yl)thio)-2-chlorophenyl)dimethylphosphine oxide N[C@@H]1[C@@H](OCC12CCN(CC2)C=2N=C(C(=NC2)SC=2C(=C(C=CC2)P(C)(C)=O)Cl)C)C